((3-(dimethylamino)propyl)azanediyl)bis(tetradecane-1,2-diyl) dioctanoate C(CCCCCCC)(=O)OC(CN(CC(CCCCCCCCCCCC)OC(CCCCCCC)=O)CCCN(C)C)CCCCCCCCCCCC